O1[C@@H](COCC1)CNC(=O)C1=C(C2=C(CC(C3=CN(N=C23)C[C@@H]2OCCOC2)(C)C)O1)C(F)(F)F N-{[(2R)-1,4-dioxan-2-yl]methyl}-2-{[(2S)-1,4-dioxan-2-yl]methyl}-4,4-dimethyl-8-(trifluoromethyl)-4,5-dihydro-2H-furo[2,3-g]indazole-7-carboxamide